N-(3-(1,1-difluoroethyl)phenyl)-2-(4-(difluoromethoxy)phenyl)-6-methylpyrimidine FC(C)(F)C=1C=C(C=CC1)N1C(N=CC=C1C)C1=CC=C(C=C1)OC(F)F